ClC1=NSC(=N1)N[C@H]1[C@H]2OC[C@@]([C@H]3[C@@H]1OC(O3)(C)C)(O2)CO ((3aR,4S,7S,8R,8aR)-8-((3-chloro-1,2,4-thiadiazol-5-yl)amino)-2,2-dimethyltetrahydro-4,7-epoxy[1,3]dioxolo[4,5-d]oxepin-4(5H)-yl)methanol